Cl.FC(C[C@H]1CNCC1)F 3-(S)-(2,2-difluoroethyl)pyrrolidine hydrochloride